N[C@@H](C1=C(C=C(C(=C1)Cl)Cl)O)C1CCN(CC1)C=1SC(=NN1)N 2-[(R)-amino[1-(5-amino-1,3,4-thiadiazol-2-yl)piperidin-4-yl]methyl]-4,5-dichlorophenol